BrC=1C=C2C=CC(=CC2=CC1)C=1C=NC2=CC=CC=C2N1 3-(6-bromonaphthalen-2-yl)quinoxaline